[C@H]1([C@H](O)[C@@H](O)[C@@H](O)[C@H](O1)CO)OC[C@@H]([C@@H]([C@@H](CCC)O)O)NC(CCCCCCCCCCCCCCCCCCCCCCCCCC)=O (2S,3S,4R)-1-O-(α-D-galactosyl)-2-(N-heptacosanoylamino)-1,3,4-heptanetriol